C(C)C(CN(CC(CCCC)CC)CN1C(SC(=N1)CN(CC(CCCC)CC)CC(CCCC)CC)=O)CCCC 3,5-bis-[bis(2-ethylhexyl)aminomethyl]-1,3,4-thiadiazolin-2-one